C(C)N1CC(N(CC1)C)CC(=O)OC methyl 2-[4-(ethyl)-1-methylpiperazin-2-yl]acetate